(2S,5R)-5-[[2-(4-chlorophenoxy)acetyl]amino]-N-[[6-(trifluoromethyl)-3-pyridyl]methyl]tetrahydropyran-2-carboxamide ClC1=CC=C(OCC(=O)N[C@@H]2CC[C@H](OC2)C(=O)NCC=2C=NC(=CC2)C(F)(F)F)C=C1